Ethyl 5-chloro-6-fluoro-pyrazolo[1,5-a]pyrimidine-3-carboxylate ClC1=NC=2N(C=C1F)N=CC2C(=O)OCC